FC1=CC=C(C=N1)CN1CCC(CC1)N1C2=C(N(C(C1=O)=O)C)C=CC(=N2)C 4-(1-((6-fluoropyridin-3-yl)methyl)piperidin-4-yl)-1,6-dimethyl-1,4-dihydropyrido[2,3-b]pyrazine-2,3-dione